(S)-N-(ethylsulfonyl)-2-(6-fluorobenzo[d]oxazol-2-yl)-6-methoxy-5-(benzyloxy)-1,2,3,4-tetrahydroisoquinoline-3-carboxamide C(C)S(=O)(=O)NC(=O)[C@H]1N(CC2=CC=C(C(=C2C1)OCC1=CC=CC=C1)OC)C=1OC2=C(N1)C=CC(=C2)F